gold-arsenic [As].[Au]